NC1=C(C2=C(N=C(N=C2)C)N1C1=C(C(=CC(=C1C)O)Cl)C)C(=O)N 6-amino-7-(3-chloro-5-hydroxy-2,6-dimethylphenyl)-2-methyl-7H-pyrrolo[2,3-d]pyrimidine-5-carboxamide